dihydroisoindole-5-carboxylic acid C1NCC2=CC(=CC=C12)C(=O)O